C(C)(=O)C=1C(=CC(=C(C1)C1=NC=C(C2=C1C(=NO2)N)C=2C=NN(C2)C(=O)NCC(=O)O)F)N (4-(4-(5-acetyl-4-amino-2-fluorophenyl)-3-aminoisoxazolo[4,5-c]pyridin-7-yl)-1H-pyrazol-1-carbonyl)glycine